ethyl-2-ethoxy propionate C(CC)(=O)OOCCCC